ClC1=C2C(NC=3N(C2=CC=C1)N=NC3S(=O)(=O)C3=CC=C(C=C3)C(C)C)=O 6-chloro-3-(4-isopropylphenyl)sulfonyl-4H-triazolo[1,5-a]quinazolin-5-one